dimethyl (6-(difluoromethoxy)-3-oxo-1,3-dihydroisobenzofuran-1-yl)phosphonate FC(OC1=CC=C2C(OC(C2=C1)P(OC)(OC)=O)=O)F